COCC1=CC=C(COC=2C(=CSC2)C#C[Si](C)(C)C)C=C1 ({4-[4-(methoxymethyl)benzyloxy]thiophen-3-yl}ethynyl)trimethylsilane